(4'-chlorophenyl)-7-azaindole ClC1=CC=C(C=C1)C=1NC2=NC=CC=C2C1